6-((2-(6-(2,2,2-trifluoro-ethyl)quinazolin-4-yl)-2,7-diazaspiro[3.5]nonan-7-yl)methyl)-1H-indole-2-carbonitrile FC(CC=1C=C2C(=NC=NC2=CC1)N1CC2(C1)CCN(CC2)CC2=CC=C1C=C(NC1=C2)C#N)(F)F